N-(4,4-difluorocyclohexyl)-4-(3-methyl-1H-pyrazol-1-yl)-6-morpholino-1,3,5-triazin-2-amine FC1(CCC(CC1)NC1=NC(=NC(=N1)N1N=C(C=C1)C)N1CCOCC1)F